ethyl (2R,3R)-3-cyclopropyl-1-(oxetan-3-yl)aziridine-2-carboxylate C1(CC1)[C@@H]1[C@@H](N1C1COC1)C(=O)OCC